C(C)OC(C[C@@H](C=1C=C(C(=CC1)OC)C1=CC=CC=C1)N([C@H](C)C1=CC=CC=C1)CC1=CC=CC=C1)=O.ClC[C@@H]1OC1 (R)-2-(chloromethyl)oxirane ethyl-(S)-3-(benzyl((R)-1-phenylethyl)amino)-3-(6-methoxybiphenyl-3-yl)propanoate